FC1=C2C=3C=CC=C(C3CC2=CC=C1)[Zr+3] 5-monofluorofluorenyl-zirconium (IV)